4-fluoro-2-((tetrahydro-2H-pyran-4-yl)oxy)benzonitrile FC1=CC(=C(C#N)C=C1)OC1CCOCC1